(4-chloro-2-fluorophenylethyl)-3-(piperazin-1-yl)pyridin-2(1H)-one ClC1=CC(=C(C=C1)CCN1C(C(=CC=C1)N1CCNCC1)=O)F